CC1=C(C=CC(=C1)C=1C(=NNC1C)C1=CC=NC=C1)N1CC2(CC1)CCOCC2 2-[2-methyl-4-[5-methyl-3-(4-pyridyl)-1H-pyrazol-4-yl]phenyl]-8-oxa-2-azaspiro[4.5]decane